NC1=C(C=CC(=C1)C)C=1NC2=CC(=CC=C2C1C1CCCCC1)S(=O)(=O)NC(C)(C)C 2-(2-amino-4-methylphenyl)-3-cyclohexyl-N-(1,1-dimethylethyl)-1H-indole-6-sulfonamide